(9Z,27Z)-hexatriacont-9,27-dien-18-yl (((9H-fluoren-9-yl)methoxy)carbonyl)methioninate C1=CC=CC=2C3=CC=CC=C3C(C12)COC(=O)N[C@@H](CCSC)C(=O)OC(CCCCCCC\C=C/CCCCCCCC)CCCCCCCC\C=C/CCCCCCCC